C(C=C)(=O)O.C(C1=CC=CC=C1)(=O)O benzoic acid acrylate